C1(=CC=CC=C1)S(=O)(=O)OCCCCCCC heptyl benzenesulfonate